ClC=1C=C(C=NC1)C1=NN(C2=CC(=CC=C12)NC1CCN(CC1)C1=NC2=C(N1C(F)F)C=CC=C2)C 3-(5-chloropyridin-3-yl)-N-(1-(1-(difluoromethyl)-1H-benzo[d]imidazol-2-yl)piperidin-4-yl)-1-methyl-1H-indazol-6-amine